CSC=1C(=C(C)C(=C(C1)SC)N)N 3,5-bis(methylthio)-2,6-tolylenediamine